CC1=CC=C(S1)C=O 5-Methyl-2-thiophencarboxaldehyd